C(C)(C)(C)OC(=O)N[C@@H](C(=O)O)CO[Si](C1=CC=CC=C1)(C1=CC=CC=C1)C(C)(C)C (2R)-2-(tert-butoxycarbonylamino)-3-[tert-butyl-(diphenyl)silyl]oxy-propanoic acid